Cl.FC=1C=C(C=CC1)C1=CC(=C(S1)C(=O)N[C@@H]1CNCCC1)NC(=O)N (S)-5-(3-fluorophenyl)-N-(piperidin-3-yl)-3-ureidothiophene-2-carboxamide hydrochloride